4-amino-1-((2R,3S,4S,5R)-5-(chloromethyl)-4-hydroxy-5-(hydroxymethyl)-3-methyl-tetrahydrofuran-2-yl)pyrimidin-2(1H)-one NC1=NC(N(C=C1)[C@@H]1O[C@@]([C@H]([C@@H]1C)O)(CO)CCl)=O